C1(CC1)C1=CC(=NO1)C=1C(=CC(=C(C(=O)OC)C1)F)C methyl 5-(5-cyclopropyl-1,2-oxazol-3-yl)-2-fluoro-4-methylbenzoate